C(CCCCCCCCCCCC)N(C([S-])=S)CCCCCCCCCCCCC.[Mo+2]=O.C(CCCCCCCCCCCC)N(C([S-])=S)CCCCCCCCCCCCC molybdenum oxide ditridecyldithiocarbamate